The molecule is a pentacyclic triterpenoid saponin isolated from the aerial parts of Dianthus versicolor. It has been shown to exhibit cytotoxic activity against a panel of cancer cell lines. It has a role as an antineoplastic agent and a plant metabolite. It is a carboxylic ester, a pentacyclic triterpenoid and a triterpenoid saponin. It derives from a 16alpha-hydroxygypsogenic acid. It derives from a hydride of an oleanane. C[C@]12CC[C@@H]([C@@]([C@@H]1CC[C@@]3([C@@H]2CC=C4[C@]3(C[C@H]([C@@]5([C@H]4CC(CC5)(C)C)C(=O)O[C@H]6[C@@H]([C@H]([C@@H]([C@H](O6)CO[C@H]7[C@@H]([C@H]([C@@H]([C@H](O7)CO)O)O)O[C@H]8[C@@H]([C@H]([C@@H]([C@H](O8)CO)O)O)O)O)O)O)O)C)C)(C)C(=O)O[C@H]9[C@@H]([C@H]([C@@H]([C@H](O9)CO)O)O)O)O